BrCCCCC(=O)Cl 5-Bromovaleroylchlorid